Cl.Cl.Cl.N1C(=NC2=C1C=CC=C2)CNCCC=2SC=C(N2)C(=O)NC2CCC=1C2=NC=CC1 2-{2-[(1H-1,3-Benzodiazol-2-ylmethyl)amino]ethyl}-N-{5H,6H,7H-cyclopenta[b]pyridin-7-yl}-1,3-thiazole-4-carboxamide trihydrochloride